O=C1C2CC(N(C1C(=O)O)C(=O)O)C2.FC2=C(C=C(C=C2CC2(N(C1CC(C2=O)C1)C(=O)OC(C)(C)C)C(=O)OC)F)C1=CC=CC=C1 2-tert-butyl 3-methyl 3-[(2,5-difluoro[biphenyl]-3-yl)methyl]-4-oxo-2-azabicyclo[3.1.1]heptane-2,3-dicarboxylate 2-oxo-4-azabicyclo[3.1.1]heptane-3,4-dicarboxylate